1-(2-chloro-5-((R)-2-(2,5-difluorophenyl)-4,4-difluoropyrrolidin-1-yl)pyrazolo[1,5-a]pyrimidin-3-yl)-3-((1S,2R)-2-fluorocyclopropyl)urea ClC1=NN2C(N=C(C=C2)N2[C@H](CC(C2)(F)F)C2=C(C=CC(=C2)F)F)=C1NC(=O)N[C@@H]1[C@@H](C1)F